(3-((tert-butoxycarbonyl)(methyl)amino)phenyl)Boronic acid C(C)(C)(C)OC(=O)N(C=1C=C(C=CC1)B(O)O)C